[C@H]12CN(C[C@H](CC1)N2)C=2C1=C(N=C(N2)OCC23CCCN3C[C@H](C2)F)C(=C(N=C1)C1=CC(=CC2=CC=C(C(=C12)C#C)F)O)F 4-(4-((1R,5S)-3,8-diazabicyclo[3.2.1]octan-3-yl)-8-fluoro-2-(((2S)-2-fluorotetrahydro-1H-pyrrolizin-7a(5H)-yl)methoxy)pyrido[4,3-d]pyrimidin-7-yl)-5-ethynyl-6-fluoronaphthalen-2-ol